OC1P(OC(C(C1OCC1=CC=CC=C1)OCC1=CC=CC=C1)COCC1=CC=CC=C1)(=O)C1=CC=CC=C1 3-Hydroxy-4,5-bis-benzyloxy-6-benzyloxymethyl-2-phenyl-2-oxo-2λ5-[1,2]oxaphosphinane